tert-butyl 3-{3-[4-(4,4,5,5-tetramethyl-1,3,2-dioxaborolan-2-yl)-1H-pyrazol-1-yl]azetidin-1-yl}propanoate CC1(OB(OC1(C)C)C=1C=NN(C1)C1CN(C1)CCC(=O)OC(C)(C)C)C